5-isobutyl-3-(4-((2-(3-methyloxetane-3-yl)-1H-imidazol-1-yl)methyl)phenyl)thiophene-2-sulfonamide C(C(C)C)C1=CC(=C(S1)S(=O)(=O)N)C1=CC=C(C=C1)CN1C(=NC=C1)C1(COC1)C